OC1CCN(CC1)C1=CC=C(C=C1)NC1=NC(=NC=2C=NNC(C21)=O)N2CCC(CC2)CC#N 2-(1-(4-((4-(4-hydroxypiperidin-1-yl)phenyl)amino)-5-oxo-5,6-dihydropyrimido[4,5-d]pyridazin-2-yl)piperidin-4-yl)acetonitrile